(dibenzofuranylphenyl)[di(methylphenyl)fluorenyl]amine C1(=CC=CC=2OC3=C(C21)C=CC=C3)C3=C(C=CC=C3)NC3=C(C(=CC=2C1=CC=CC=C1CC32)C3=C(C=CC=C3)C)C3=C(C=CC=C3)C